(R)-benzyl 2-carbamothioylpyrrolidine-1-carboxylate C(N)(=S)[C@@H]1N(CCC1)C(=O)OCC1=CC=CC=C1